C(CCC)[Sn](C(=C)C1=CC=C(C=C1)Cl)(CCCC)CCCC Tributyl-(1-(4-chlorophenyl)ethenyl)stannane